C(C)OS(=O)(=O)O.N1C=NC=C1 imidazole ethyl-sulfate salt